C1(=CC=CC=C1)C1N(OCC1)C1=NC(=NC=C1C#N)NC1=CC(=C(C=C1)N1CCNCC1)C(F)(F)F 4-(3-phenylisoxazolidin-2-yl)-2-((4-(piperazin-1-yl)-3-(trifluoromethyl)phenyl)amino)pyrimidine-5-Carbonitrile